1-((5aS,6R,11bR)-14-(cyclopropylmethyl)-5a,10-dihydroxy-1,2,5,5a,6,7-hexahydro-6,11b-(epiminoethano)naphtho[1,2-d]azepin-3(4H)-yl)-2-(imidazo[1,2-a]pyridin-2-yl)ethan-1-one C1(CC1)CN1CC[C@]23CCN(CC[C@]2([C@H]1CC1=CC=C(C=C13)O)O)C(CC=1N=C3N(C=CC=C3)C1)=O